COC(=O)C1CC2=C(SC(=C2C(C2=C(C=CC=C2)Cl)=O)NC(=O)C2(CC2)N)C1 2-(1-aminocyclopropanamido)-3-(2-chlorobenzoyl)-4H,5H,6H-cyclopenta[b]thiophene-5-carboxylic acid methyl ester